(R)-1-(4-((4-((2-fluoro-4-((2-(3-fluoropyrrolidin-1-yl)pyrimidin-4-yl)oxy)phenyl)amino)-7-methoxyquinazolin-6-yl)amino)piperidin-1-yl)prop-2-en-1-one FC1=C(C=CC(=C1)OC1=NC(=NC=C1)N1C[C@@H](CC1)F)NC1=NC=NC2=CC(=C(C=C12)NC1CCN(CC1)C(C=C)=O)OC